((S)-6,8-dichloro-1-methyl-3,4-dihydroisoquinolin-2(1H)-yl)(5,5-difluoropiperidin-3-yl)methanone ClC=1C=C2CCN([C@H](C2=C(C1)Cl)C)C(=O)C1CNCC(C1)(F)F